FC=1C=C(C=CC1F)C1=CC[C@@H](CN1C(=O)OC(C)(C)C)C (S)-tert-butyl 6-(3,4-difluorophenyl)-3-methyl-3,4-dihydropyridine-1(2H)-carboxylate